aluminum 8-quinolate N1=CC=CC2=CC=CC(=C12)C(=O)[O-].[Al+3].N1=CC=CC2=CC=CC(=C12)C(=O)[O-].N1=CC=CC2=CC=CC(=C12)C(=O)[O-]